CN([C@H]1C[C@H](C1)NS(=O)(=O)CCC)C=1C2=C(N=CN1)NC=C2 N-[cis-3-[methyl-(7H-pyrrolo[2,3-d]pyrimidin-4-yl)amino]cyclobutyl]-propane-1-sulfonamide